(R)-N-[5-[8-amino-5-methyl-3-(trideuteriomethyl)imidazo[1,5-a]pyrazin-1-yl]-6-methyl-2-pyridyl]-2-hydroxy-2-[3-(trifluoromethyl)phenyl]acetamide NC=1C=2N(C(=CN1)C)C(=NC2C=2C=CC(=NC2C)NC([C@@H](C2=CC(=CC=C2)C(F)(F)F)O)=O)C([2H])([2H])[2H]